C(CCCCCCCCCCC\C=C/CCCCCCCC)(=O)OCC(CCCC)CC 2-Ethylhexyl Erucate